[Ir].C(C1=CC=CC=C1)C1=NC=CC=C1 2-benzyl-pyridine iridium